COC=1C=C2C(=C(C=NC2=CC1OC)[N+](=O)[O-])O 6,7-dimethoxy-3-nitroquinolin-4-ol